5-(aminomethyl)-2-methyl-6-(methylthio)pyrimidin-4(3H)-one NCC=1C(NC(=NC1SC)C)=O